FC1=CC=C(C=C1)C(=O)[C@@H]1NC2=CC=CC=C2CC1 (R)-(4-Fluorophenyl)(1,2,3,4-tetrahydroquinolin-2-yl)methanone